C(CCCCCCCCCCC)NC1=C([IH]C=C1)CC(=O)O laurylaminoiodolacetic acid